C[Si](OCOC)(OCOC)OCOC methyltri(methoxymethoxy)silane